NC1=NC=C(C2=C1C=NN2COCC[Si](C)(C)C)NC(=O)C(=O)N(C(C)C2=NC=CC=N2)CC2=NC=C(C=C2)C#N N-[4-Amino-1-(2-trimethylsilylethoxymethyl)pyrazolo[4,3-c]pyridin-7-yl]-N'-[(5-cyano-2-pyridyl)methyl]-N'-(1-pyrimidin-2-ylethyl)oxamide